CN1N=C(C=C1)COC=1C=C2CNC(C2=CC1C1=CC=C(C=C1)OC(F)(F)F)=O 5-((1-methyl-1H-pyrazol-3-yl)methoxy)-6-(4-(trifluoromethoxy)phenyl)isoindolin-1-one